F[C@@]1(CN2C(OC1)=C(C=N2)[S@@](=O)(N)=NC(NC2=C1CCCC1=CC=1CCCC21)=O)C (R,6R)-6-fluoro-N'-((1,2,3,5,6,7-hexahydro-s-indacen-4-yl)carbamoyl)-6-methyl-6,7-dihydro-5H-pyrazolo[5,1-b][1,3]oxazine-3-sulfonimidamide